C1=C(C=CC2=CC=CC=C12)\C(\C)=N\NC(C1=CC(=CC=C1)C(F)(F)F)=O (E)-N'-(1-(naphthalen-2-yl)ethylidene)-3-(trifluoromethyl)benzohydrazide